L-alanine spiro[3.4]oct-2-yl ester C1C(CC12CCCC2)OC([C@@H](N)C)=O